4-((4-hydroxyphenylethyl)amino)-3-nitrobenzonitrile OC1=CC=C(C=C1)CCNC1=C(C=C(C#N)C=C1)[N+](=O)[O-]